3-(5-(((S)-1-((5,8-Dihydro-6H-pyrano[3,4-b]pyridin-3-yl)methyl)pyrrolidin-3-yl)oxy)-1-oxoisoindolin-2-yl)piperidine-2,6-dione N1=C2C(=CC(=C1)CN1C[C@H](CC1)OC=1C=C3CN(C(C3=CC1)=O)C1C(NC(CC1)=O)=O)CCOC2